N-(2-fluorophenyl)piperazine FC1=C(C=CC=C1)N1CCNCC1